3-thiocyanatoindole S(C#N)C1=CNC2=CC=CC=C12